S1C(=CC2=C1C=CC=C2)C2(CCN(CC2)C2=C(C(N(C1=CC=CC=C21)C)=O)C#N)C 4-[4-(1-benzothien-2-yl)-4-methylpiperidin-1-yl]-1-methyl-2-oxo-1,2-dihydroquinoline-3-carbonitrile